C(#N)C=1C=C2N=CC=NC2=CC1[N+](=O)[O-] 6-Cyano-7-nitroquinoxaline